5-Bromo-2-[4-(dimethoxymethyl)piperidin-1-yl]pyridine tert-butyl-(((1R,2R)-2-((tert-butyldimethylsilyl)oxy)-4,4-dimethylcyclopentane-1-carbonyl)oxy)carbamate C(C)(C)(C)OC(NOC(=O)[C@H]1[C@@H](CC(C1)(C)C)O[Si](C)(C)C(C)(C)C)=O.BrC=1C=CC(=NC1)N1CCC(CC1)C(OC)OC